FC1=C(C=CC(=C1)N1CC=2N(CC1)C(=NN2)C(F)(F)F)CN (2-Fluoro-4-(3-(trifluoromethyl)-5,6-dihydro-[1,2,4]triazolo[4,3-a]pyrazin-7(8H)-yl)phenyl)methanamine